(S)-methyl 2-((R)-2-amino-5,5-difluoro-4,4-dimethylpentanoylamino)-4-methylpentanoate N[C@@H](C(=O)N[C@H](C(=O)OC)CC(C)C)CC(C(F)F)(C)C